NC1=NN2C(NC(=C(C2C2=CC(=C(C=C2)C(F)(F)F)F)C(=O)NC=2C=C3C=CN=CC3=CC2)C)=C1 2-amino-7-(3-fluoro-4-(trifluoromethyl)phenyl)-N-(isoquinolin-6-yl)-5-methyl-4,7-dihydropyrazolo[1,5-a]pyrimidine-6-carboxamide